3,6-dicyano-5-phenyl-1,2,4-triazazine C(#N)N1NN=C(C(=N1)C1=CC=CC=C1)C#N